di-n-butoxy-bis(ethoxyacetoacetyl)zirconium C(CCC)O[Zr](C(CC(=O)COCC)=O)(C(CC(=O)COCC)=O)OCCCC